OCCCCOC1OCCC1 2-(4-hydroxybutoxy)-tetrahydrofuran